C(CCCC)C1=CC=C(C(=O)Cl)C=C1 4-pentylbenzoyl chloride